C(C1=CC=CC=C1)OC1=C(C(=O)OCC2=CC=CC=C2)C=CC=C1C(=O)OCC1=CC=CC=C1 Dibenzyl 2-benzyloxyisophthalate